(2-((2-((1-((3S,4R)-3-fluoro-1-methylpiperidin-4-yl)-1H-pyrazol-4-yl)amino)-5-methylthieno[2,3-d]pyrimidin-4-yl)amino)phenyl)dimethylphosphine oxide F[C@H]1CN(CC[C@H]1N1N=CC(=C1)NC=1N=C(C2=C(N1)SC=C2C)NC2=C(C=CC=C2)P(C)(C)=O)C